(R)-N-(2-methoxyethyl)-N-methyl-1-(5-(4,4,5,5-tetramethyl-1,3,2-dioxaborolan-2-yl)pyrimidin-2-yl)pyrrolidin-2-carboxamide COCCN(C(=O)[C@@H]1N(CCC1)C1=NC=C(C=N1)B1OC(C(O1)(C)C)(C)C)C